C1(=CC=CC=C1)C12C(C(=CC=C1)C1=CC=CC=C1)O2 2,6-diphenylphenylene ether